N-cyano-5-(3-(1,1-dioxido-4-oxo-1,2,5-thiadiazolidin-2-yl)-2-fluoro-4-hydroxyphenyl)-3,6-dihydropyridine-1(2H)-carboximidamide C(#N)NC(=N)N1CCC=C(C1)C1=C(C(=C(C=C1)O)N1S(NC(C1)=O)(=O)=O)F